FC=1C=C(C=C(C1F)F)C=1N=NN(C1)[C@@H]1[C@H]([C@@H](SC2=C(C=C(C(=C2)Cl)Cl)Cl)O[C@@H]([C@@H]1O)CO)O 2,4,5-Trichlorophenyl 3-deoxy-3-[4-(3,4,5-trifluorophenyl)-1H-1,2,3-triazol-1-yl]-1-thio-α-D-galactopyranoside